N1(C=NC=C1)C1=CC=C(C=N1)/C=C/C=1C=NC(=NC1)N1C[C@@H](N(CC1)C1=NC=C(C=N1)OCC(CF)OCOC)COC 5-((E)-2-(6-(1H-imidazol-1-yl)pyridin-3-yl)vinyl)-2-((3R)-4-(5-(3-fluoro-2-(methoxymethoxy)propoxy)pyrimidin-2-yl)-3-(methoxymethyl)piperazin-1-yl)pyrimidine